O1CCN(CC1)C=1C=C(C(=O)NC=2SC3=C(N2)C=CC(=C3)C(=O)O)C=CN1 2-(2-morpholinoisonicotinamido)benzo[d]thiazole-6-carboxylic acid